tert-butyl-4-bromo-7-methoxy-indole C(C)(C)(C)C=1NC2=C(C=CC(=C2C1)Br)OC